di[4-tert-butylcyclohexyl] peroxydicarbonate C(=O)(OC1CCC(CC1)C(C)(C)C)OOC(=O)OC1CCC(CC1)C(C)(C)C